2-(2-(3,3-difluoropyrrolidin-1-yl)-4-phenyl-pyridin-3-yl)-1,4,5,6-tetrahydrocyclopenta[d]imidazol-5-ol FC1(CN(CC1)C1=NC=CC(=C1C1=NC2=C(N1)CC(C2)O)C2=CC=CC=C2)F